3-(3-(6-fluoro-1H-indol-3-yl)pyrrolidin-1-yl)propionic acid FC1=CC=C2C(=CNC2=C1)C1CN(CC1)CCC(=O)O